3-(1-(4-(2-methylbenzamido)naphthalene-1-sulfonylamino)ethyl)piperidine-1-carboxylic acid tert-butyl ester C(C)(C)(C)OC(=O)N1CC(CCC1)C(C)NS(=O)(=O)C1=CC=C(C2=CC=CC=C12)NC(C1=C(C=CC=C1)C)=O